2-(2,6-dioxo-3-piperidyl)-1,3-dioxo-isoindole O=C1NC(CCC1N1C(C2=CC=CC=C2C1=O)=O)=O